ClC1=C(C=CC(=C1)Cl)[C@@]1(OC[C@H](O1)COC1=CC=C(C=C1)N1CCN(CC1)C1=CC=C(C=C1)NC(C1=CC=NC=C1)=O)C N-(4-(4-(4-(((2R,4R)-2-(2,4-dichlorophenyl)-2-methyl-1,3-dioxolan-4-yl)methoxy)phenyl)piperazin-1-yl)phenyl)isonicotinamide